4-((3-chloro-4-(prop-1-en-2-yl)phenoxy)methyl)-5-cyclopropyl-3-(2,6-dichlorophenyl)isoxazole ClC=1C=C(OCC=2C(=NOC2C2CC2)C2=C(C=CC=C2Cl)Cl)C=CC1C(=C)C